BrC1=C(C=C2C(=NC(=NC2=C1)OC)OC)F 7-bromo-6-fluoro-2,4-dimethoxyquinazoline